ClC1=C(C=C(C=C1)F)NC1=C(C=C(S1)C(=O)NC)NC(C1=CC(=CC(=C1)C(F)(F)F)F)=O 5-((2-Chloro-5-fluorophenyl)amino)-4-(3-fluoro-5-(trifluoromethyl)benzoylamino)-N-methylthiophene-2-carboxamide